3-isopropyl-5-(4-(1-((5-(pyridin-3-yl)thiazolo[5,4-b]pyridin-2-yl)oxy)ethyl)piperidin-1-yl)-1,2,4-oxadiazol C(C)(C)C1=NOC(=N1)N1CCC(CC1)C(C)OC=1SC2=NC(=CC=C2N1)C=1C=NC=CC1